CC1(OB(OC1(C)C)C=1C=NN(C1)C12CN(CC2C1)C(=O)OC(C)(C)C)C tert-Butyl 1-(4-(4,4,5,5-tetramethyl-1,3,2-dioxaborolan-2-yl)-1H-pyrazol-1-yl)-3-azabicyclo[3.1.0]hexane-3-carboxylate